2-((S)-1-propenoyl-4-(7-(8-fluoronaphthalen-1-yl)-2-(1-((S)-1-methylpyrrolidin-2-yl)cyclopropoxy)-5,6,7,8-tetrahydropyrido[3,4-d]pyrimidin-4-yl)piperazin-2-yl)acetonitrile C(C=C)(=O)N1[C@H](CN(CC1)C=1C2=C(N=C(N1)OC1(CC1)[C@H]1N(CCC1)C)CN(CC2)C2=CC=CC1=CC=CC(=C21)F)CC#N